ClC=1C=C(C=C2C(=C(C=NC12)C#N)NCC(C)(C)C)N[C@H](C=1N=NN(C1)C1(CC1)C(F)(F)F)C1=C2C=CN=CC2=C(C=C1)F (S)-8-chloro-6-(((8-fluoroisoquinolin-5-yl)(1-(1-(trifluoromethyl)cyclopropyl)-1H-1,2,3-triazol-4-yl)methyl)amino)-4-(neopentylamino)quinoline-3-carbonitrile